Dimethyl 4,6-dimethoxypyrazolo[1,5-a]pyridine-2,3-dicarboxylate COC=1C=2N(C=C(C1)OC)N=C(C2C(=O)OC)C(=O)OC